(2-carbonyl)ethoxyether C(=O)=CCOOOCC=C=O